dihydroxypregn-5-en-20-one OC(C([C@H]1CC[C@H]2[C@@H]3CC=C4CCCC[C@]4(C)[C@H]3CC[C@]12C)=O)O